ClCC(C[N+](C)(C)C)O (3-chloro-2-hydroxypropyl)tri-methylammonium